FC1=C(C=CC=C1)C=1N(C2=C(C=NC=C2N)N1)C 2-(2-Fluorophenyl)-1-methyl-1H-imidazo[4,5-c]pyridin-7-amine